Cl.N1CC(C1)OC1=NN(C=C1C=1C=NC(=NC1)NC1CC2=CC=CC=C2C1)CC(=O)N1CC2=C(CC1)NN=N2 2-[3-(azetidin-3-yloxy)-4-{2-[(2,3-dihydro-1H-inden-2-yl)amino]pyrimidin-5-yl}-1H-pyrazol-1-yl]-1-{1H,4H,5H,6H,7H-[1,2,3]triazolo[4,5-c]pyridin-5-yl}ethan-1-one hydrochloride